C(C)NC(C(CC[C@@H](C(=O)NC=1C(N(C=CC1)CC(=O)NC1C2CC3CC(CC1C3)C2)=O)NC(=O)C2=CN=NN2C)=O)=O (S)-N1-ethyl-N6-(1-(2-(2-adamantylamino)-2-oxoethyl)-2-oxo-1,2-dihydropyridin-3-yl)-5-(1-methyl-1H-1,2,3-triazole-5-carboxamido)-2-oxohexanediamide